(3-(1-Cyclopropyl-1H-pyrazol-4-yl)phenyl)(((trans-4-(6-(dimethylamino)pyridin-3-yl)cyclohexyl)methyl)carbamoyl)cyclohexyl methylcarbamate CNC(OC1(C(CCCC1)C1=CC(=CC=C1)C=1C=NN(C1)C1CC1)C(NC[C@@H]1CC[C@H](CC1)C=1C=NC(=CC1)N(C)C)=O)=O